6-(4-bromobenzyl)-7-methylimidazo[1,5-a]pyrazin-8(7H)-one BrC1=CC=C(CC=2N(C(C=3N(C2)C=NC3)=O)C)C=C1